C(C)(C)(C)OC(=O)N(C1CCN(CC1)C(=O)OCC1=CC=CC=C1)C([2H])([2H])[2H] benzyl 4-((tert-butoxycarbonyl)(methyl-d3)amino)piperidine-1-carboxylate